FC1=C2C=C(NC2=CC(=C1)OCC1=NOC(=C1)C)CNC(=O)C1(CC1)C N-((4-fluoro-6-((5-methylisoxazol-3-yl)methoxy)-1H-indol-2-yl)methyl)-1-methylcyclopropane-1-carboxamide